IC=1C=C(C=C2C(N(C(NC12)=O)C)=O)C 8-iodo-3,6-dimethylquinazoline-2,4(1H,3H)-dione